di-tert-butyl (2S,3E)-3-ethylidene-4-hydroxy-pyrrolidine-1,2-dicarboxylate C(/C)=C\1/[C@H](N(CC1O)C(=O)OC(C)(C)C)C(=O)OC(C)(C)C